FC1(CCN(CC1)C(=O)C=1C=NN2C1C=CC=C2C2=CC=C1CNC(C1=C2)=O)F 6-(3-(4,4-difluoropiperidine-1-carbonyl)pyrazolo[1,5-a]pyridin-7-yl)isoindolin-1-one